ClC1=CC=C2C(=CN(C2=C1)CC(F)F)S(=O)(=O)NC=1C(=NC(=C(C1)F)Cl)OC 6-chloro-N-(6-chloro-5-fluoro-2-methoxypyridin-3-yl)-1-(2,2-difluoroethyl)indole-3-sulfonamide